N1(CCC1)NC(=O)[O-] azetidin-1-carbamate